C1N(CC2=CC=CC=C12)C1=NC2=C(C=C(C=C2C(N1C)=O)C)C(C)NC1=C(C(=O)NOC)C=CC=C1 2-((1-(2-(isoindolin-2-yl)-3,6-dimethyl-4-oxo-3,4-dihydroquinazolin-8-yl)ethyl)amino)-N-methoxybenzamide